CC=1N=CN(C1)C=1C=C(CN2C[C@H](CCC2)NC(OC(C)(C)C)=O)C=C(C1)NC(C1=CC(=CC=C1)C=1N=CSC1)=O tert-butyl (S)-(1-(3-(4-methyl-1H-imidazol-1-yl)-5-(3-(thiazol-4-yl)benzamido)benzyl)piperidin-3-yl)carbamate